OCC(C)NC(C=1C=C(C=CC1)NC(=O)C1=CC(=NN1)C(F)(F)F)C1=CC=CC=C1 N-(3-(((1-hydroxypropan-2-yl)amino)(phenyl)methyl)phenyl)-3-(trifluoromethyl)-1H-pyrazole-5-carboxamide